4-(2-(((tert-butyldiphenylsilyl)oxy)methyl)-3-(piperazin-1-yl)azetidin-1-yl)-6-(4-(1,4-dimethyl-1H-pyrazol-5-yl)piperidin-1-yl)-2-(trifluoromethyl)pyrimidine [Si](C1=CC=CC=C1)(C1=CC=CC=C1)(C(C)(C)C)OCC1N(CC1N1CCNCC1)C1=NC(=NC(=C1)N1CCC(CC1)C1=C(C=NN1C)C)C(F)(F)F